(R)-6-methyl-5-(8-methyl-[1,2,4]triazolo[1,5-a]pyridin-6-yl)-1-(1-(tetrahydro-2H-pyran-4-yl)piperidin-3-yl)-1,3-dihydro-2H-benzo[d]imidazol-2-one CC=1C(=CC2=C(N(C(N2)=O)[C@H]2CN(CCC2)C2CCOCC2)C1)C=1C=C(C=2N(C1)N=CN2)C